6-{3-[(3S,5R)-3-cyclopropyl-5-methylpiperazin-1-yl]-1,2,4-triazin-6-yl}-5-(methoxymethoxy)-2-methyl-1,3-benzoxazole C1(CC1)[C@H]1CN(C[C@H](N1)C)C=1N=NC(=CN1)C1=CC2=C(N=C(O2)C)C=C1OCOC